C(C)(C)N1OC(C2C1C(CC(C2)(C)C2=NC(=CC=C2)OC)C)(C)C 1-Isopropyl-5-(6-methoxypyridin-2-yl)-3,3,5,7-tetramethyloctahydrobenzo[c]isoxazol